6-cyano-N-(3,3-difluoropiperidin-4-yl)-2-methyl-5-((2-(trifluoromethyl)pyridin-3-yl)-methoxy)benzofuran-3-carboxamide C(#N)C1=CC2=C(C(=C(O2)C)C(=O)NC2C(CNCC2)(F)F)C=C1OCC=1C(=NC=CC1)C(F)(F)F